C(C)(C)(C)C1=CC2=C(C3=CC=CC=C3C(=C2C=C1)C1=CC2=CC=CC=C2C=C1)C1=CC2=CC=CC=C2C=C1 2-tert-butyl-9,10-bis(2-naphthyl)anthracene